3,3'-oxybis(1,2,4,5-tetrafluorobenzene) O(C=1C(=C(C=C(C1F)F)F)F)C=1C(=C(C=C(C1F)F)F)F